BrC=1C(=C(C=CC1)CCCC(=O)O)F 4-(3-bromo-2-fluorophenyl)butanoic acid